3-(6-(3-(hydroxymethyl)-3-((tris(4-methoxyphenyl)methoxy)methyl)azetidin-1-yl)-6-oxohexyl)urea OCC1(CN(C1)C(CCCCCNC(N)=O)=O)COC(C1=CC=C(C=C1)OC)(C1=CC=C(C=C1)OC)C1=CC=C(C=C1)OC